(R and S)-2-(2,4-difluoro-5-(2-(((S)-phenyl((R)-1,2,3,4-tetrahydro-1,5-naphthyridin-3-yl)methyl)amino)ethyl)phenyl)propanoic acid FC1=C(C=C(C(=C1)F)CCN[C@@H]([C@H]1CNC2=CC=CN=C2C1)C1=CC=CC=C1)[C@H](C(=O)O)C |&1:28|